4-chloro-6-[2-(3-chloro-2-pyridyl)-5-(trifluoromethyl)pyrazol-3-yl]-2-methyl-pyrazolo[3,4-g][3,1]benzoxazin-8-one ClC=1C=2C(C=C3C(OC(=NC31)C=3N(N=C(C3)C(F)(F)F)C3=NC=CC=C3Cl)=O)=NN(C2)C